bis(2-methoxyethyl)(trifluoro-λ4-sulfanyl)amine COCCN(S(F)(F)F)CCOC